N-(4-fluorobenzyl)-N-(7-nitrobenzo[c][1,2,5]oxadiazol-4-yl)acetamide FC1=CC=C(CN(C(C)=O)C2=CC=C(C3=NON=C32)[N+](=O)[O-])C=C1